N1C(=CC=C1)C=1OC=CN1 2-(1H-pyrrol-2-yl)-oxazole